C(C)C1(OC2=CC=C(C=C2C(C1)=O)C=1C=NC(=NC1)C=1C=CC(=C(C#N)C1)NC(C)C)CC 5-(5-(2,2-diethyl-4-oxochroman-6-yl)pyrimidin-2-yl)-2-(isopropyl-amino)benzonitrile